bipyridine-4,4-dicarboxylate N1=C(CC(C=C1)(C(=O)[O-])C(=O)[O-])C1=NC=CC=C1